di-tert-butoxychromium dichloride [Cl-].[Cl-].C(C)(C)(C)O[Cr+2]OC(C)(C)C